ClC1=CC(=C(C=C1O/C(=C/Cl)/Cl)NC(=O)N[C@@H](C)C=1N(N=CN1)C1=NC=CC=N1)F 1-[4-chloro-5-[(Z)-1,2-dichlorovinyloxy]-2-fluoro-phenyl]-3-[(1S)-1-(2-pyrimidin-2-yl-1,2,4-triazol-3-yl)ethyl]urea